C(C)(C)(C)OC(=O)N1CCN(CC1)C1CCC(CC1)CO 4-((1r,4r)-4-(hydroxymethyl)cyclohexyl)piperazine-1-carboxylic acid tert-butyl ester